N-(5-(4-chlorobenzo[d][1,3]dioxol-5-yl)-1-(3-hydroxy-3-methylbutyl)-1H-pyrazolo[3,4-b]pyridin-3-yl)pivalamide ClC1=C(C=CC=2OCOC21)C=2C=C1C(=NC2)N(N=C1NC(C(C)(C)C)=O)CCC(C)(C)O